3'-(2-(2-(1-(3-chlorophenyl)cyclopropyl)-4-oxo-3,5,7,8-tetrahydropyrido[4,3-d]pyrimidin-6(4H)-yl)-2-oxoethyl)-[1,1'-biphenyl]-4-carbonitrile ClC=1C=C(C=CC1)C1(CC1)C=1NC(C2=C(N1)CCN(C2)C(CC=2C=C(C=CC2)C2=CC=C(C=C2)C#N)=O)=O